Platinum-Bismuth [Bi].[Pt]